C12C3C(C(C=C1)C2)C(=O)OC3=O endo-cis-bicyclo[2.2.1]-5-heptene-2,3-dicarboxylic anhydride